ethyl (2S)-2-[4-bromo-2-(4-ethoxy-4,5-dihydroisoxazol-3-yl)phenoxy]propanoate BrC1=CC(=C(O[C@H](C(=O)OCC)C)C=C1)C1=NOCC1OCC